C(C1=CC=CC=C1)N1CCC(CC1)CCNC(=O)C1[C@H](CN(CC1)C1=NC=C(C=C1F)C(F)(F)F)C (3R)-N-[2-(1-benzylpiperidin-4-yl)ethyl]-1-[3-fluoro-5-(trifluoromethyl)pyridin-2-yl]-3-methylpiperidine-4-carboxamide